OC1=NC(=CC(=C1C#N)C(F)(F)F)C 2-hydroxy-6-methyl-4-(trifluoromethyl)pyridine-3-carbonitrile